NC1=NC(=C2N=CN(C2=N1)[C@H]1[C@@]([C@@H]([C@H](O1)CO[P@](=O)(OC1=CC=CC=C1)N[C@@H](C)C(=O)OC(C)C)O)(F)C#C)NC Isopropyl ((S)-(((2R,3R,4R,5R)-5-(2-amino-6-(methylamino)-9H-purin-9-yl)-4-ethynyl-4-fluoro-3-hydroxytetrahydrofuran-2-yl)methoxy)(phenoxy)phosphoryl)-L-alaninate